((R)-3-Cyanopyrrol-1-yl)-6-(6-(trifluoromethyl)pyridin-2-yl)-N-(2-(trifluoromethyl)pyridin-4-yl)-1,3,5-triazin-2-amine C(#N)C1=CN(C=C1)C1=NC(=NC(=N1)C1=NC(=CC=C1)C(F)(F)F)NC1=CC(=NC=C1)C(F)(F)F